chloro-3-fluoropyrazolo[1,5-a]pyrimidine ClC1=NN2C(N=CC=C2)=C1F